C1(=CC=CC=C1)C=1N=C2N(C=C(C=C2C2=CC=CC=C2)C=2C=C(C=CC2)O)C1 3-(2,8-diphenylimidazo[1,2-a]pyridin-6-yl)phenol